5-chloro-2-(difluoromethyl)-N-((1r,4r)-4-((3-(3-fluoro-2-methoxypyridin-4-yl)-3-hydroxy-2-oxoindolin-1-yl)methyl)cyclohexyl)nicotinamide ClC=1C=NC(=C(C(=O)NC2CCC(CC2)CN2C(C(C3=CC=CC=C23)(O)C2=C(C(=NC=C2)OC)F)=O)C1)C(F)F